C(#N)C1=CC=C(N2C=C(C=C12)C)C=1C=NC=CC1SC1(CCC1)C(=O)O 1-((3-(8-cyano-2-methylindolizin-5-yl)pyridin-4-yl)thio)cyclobutane-1-carboxylic acid